2-methoxy-4-(3-methyl-3-(oxetan-3-yl)but-1-yn-1-yl)benzoic acid COC1=C(C(=O)O)C=CC(=C1)C#CC(C)(C1COC1)C